2-((1R,2S,4S)-2-amino-7-aza-bicyclo[2.2.1]heptan-7-yl)-5-(3,4-dichloro-2-methyl-2H-indazol-5-yl)-3-methyl-3,7-dihydro-4H-pyrrolo[2,3-d]pyrimidin-4-one N[C@@H]1[C@H]2CC[C@@H](C1)N2C=2N(C(C1=C(N2)NC=C1C1=C(C2=C(N(N=C2C=C1)C)Cl)Cl)=O)C